OCCN1CCNCC1 4-(2-Hydroxyethyl)-piperazin